BrC=1C=C2C(=NC1)C(=NN2CC(=O)N2CC(C2)F)F 2-(6-Bromo-3-fluoro-1H-pyrazolo[4,3-b]pyridin-1-yl)-1-(3-fluoroazetidin-1-yl)ethan-1-one